methyl 6-iodo-5-((2-methylallyl)oxy)picolinate IC1=C(C=CC(=N1)C(=O)OC)OCC(=C)C